1-(4-(4-(5-(2-bromo-6-fluorophenyl)-4,5-dihydroisoxazol-3-yl)thiazol-2-yl)piperidin-1-yl)-2-((5-methoxypyrimidin-4-yl)oxy)ethan-1-one BrC1=C(C(=CC=C1)F)C1CC(=NO1)C=1N=C(SC1)C1CCN(CC1)C(COC1=NC=NC=C1OC)=O